[C@H]12CN(C[C@H](CC1)N2)C2=C1C(N(C(C1=C(C=C2F)F)=O)C2C(NC(CC2)=O)=O)=O 4-((1R,5S)-3,8-diazabicyclo[3.2.1]octan-3-yl)-2-(2,6-dioxopiperidin-3-yl)-5,7-difluoroisoindoline-1,3-dione